erucamidopropyl-sodium C(CCCCCCCCCCC\C=C/CCCCCCCC)(=O)NCCC[Na]